(R or S)-5-chloro-1-(1-cyclopropyl-1H-pyrazol-4-yl)-6-(4-(3-methyltetrahydrofuran-3-yl)piperazin-1-yl)-1H-indazole ClC=1C=C2C=NN(C2=CC1N1CCN(CC1)[C@]1(COCC1)C)C=1C=NN(C1)C1CC1 |o1:16|